BrC1=CC=C2C(=N1)C(=CN2S(=O)(=O)CC2=CC=CC=C2)C2CC2 5-bromo-3-cyclopropyl-1-toluenesulfonyl-1H-pyrrolo[3,2-b]pyridine